[4-(2-cyclohexylethyl)piperazin-1-yl]-(3,4-dimethoxy-phenyl)methanone C1(CCCCC1)CCN1CCN(CC1)C(=O)C1=CC(=C(C=C1)OC)OC